N-((1-(4-(Dimethylamino)phenyl)pyrrolidin-3-yl)methyl)-4-hydroxy-N-(4-((1-methyl-1H-indazol-4-yl)oxy)pyridin-2-yl)cyclohexanecarboxamide CN(C1=CC=C(C=C1)N1CC(CC1)CN(C(=O)C1CCC(CC1)O)C1=NC=CC(=C1)OC1=C2C=NN(C2=CC=C1)C)C